C/C(/C(C)=O)=C/C1C(=CCCC1(C)C)C (Z)-3-methyl-4-(2,6,6-trimethyl-2-cyclohexen-1-yl)-3-buten-2-one